C1(CC1)C=1C(=NON1)C(=O)N[C@@H](C(C1CC1)C1CC1)C=1OC2=C(N1)C=C(C=C2)CN2C(NC[C@@H]2C(F)(F)F)=O 4-Cyclopropyl-N-((S)-2,2-dicyclopropyl-1-(5-(((R)-2-oxo-5-(trifluoromethyl)imidazolidin-1-yl)methyl)benzo[d]oxazol-2-yl)ethyl)-1,2,5-oxadiazole-3-carboxamide